2-{4-[3-((R)-3-Fluoromethylpyrrolidin-1-yl)-prop-1-ynyl]phenyl}-3-(3-hydroxyphenyl)-4-methyl-2H-chromen-6-ol FC[C@H]1CN(CC1)CC#CC1=CC=C(C=C1)C1OC2=CC=C(C=C2C(=C1C1=CC(=CC=C1)O)C)O